(5S,7S)-2-(Difluoromethylsulfonyl)-5-(2,3-difluorophenyl)-7-fluoro-6,7-dihydro-5H-pyrrolo[1,2-b][1,2,4]triazol FC(S(=O)(=O)C=1N=C2N(N1)[C@@H](C[C@@H]2F)C2=C(C(=CC=C2)F)F)F